ClC=1C(=NC=CC1)OC[C@@H]1N(CCC1)C1=C(C=C2C(C(=CN(C2=N1)C=1C=NC(=CC1)N1CC(C1)N(C)C)C(=O)O)=O)C#N 7-[(2R)-2-[[(3-chloropyridin-2-yl)oxy]methyl]pyrrolidin-1-yl]-6-cyano-1-[6-[3-(dimethyl-amino)azetidin-1-yl]pyridin-3-yl]-4-oxo-1,8-naphthyridine-3-carboxylic acid